(S)-2-(((benzyloxy)carbonyl)amino)-3-(1-methylcyclopropyl)propanoic acid C(C1=CC=CC=C1)OC(=O)N[C@H](C(=O)O)CC1(CC1)C